CS(=O)(=O)C1=CC2=C(N=C(S2)NC(=O)C2CC3C=CC2C3)C=C1 3-[(6-methanesulfonyl-1,3-benzothiazol-2-yl)carbamoyl]bicyclo[2.2.1]hept-5-ene